4-fluoro-4-methylpentanamide trifluoroacetate FC(C(=O)O)(F)F.FC(CCC(=O)N)(C)C